titanium monon-butoxide [O-]CCCC.[Ti+]